C(C)(C)(C)OC(=O)NC(=O)NC(=O)C1(CC1)C(=O)OC methyl 1-((N-(tert-butoxycarbonyl)carbamoyl)carbamoyl)cyclopropane-1-carboxylate